OCCOCCOCCOCCOCC(=O)OC(C)(C)C Tert-butyl 14-hydroxy-3,6,9,12-tetraoxatetradecan-1-oate